P(=O)(OC1=C(C=CC=C1)C)(OCC)OCC o-tolyl diethyl phosphate